C(CCCCCCCCCCCCCCCCCCCCC)C1=C(C=CC=C1)O docosyl-phenol